(R)-tert-butyl 3-(((S)-1-(4-(difluoromethoxy) phenyl) ethyl) (((R)-2,2-dimethyl-1,3-dioxolan-4-yl) methyl) carbamoyl)-6-methyl-6,7-dihydro-2H-pyrazolo[4,3-c]pyridine-5(4H)-carboxylate FC(OC1=CC=C(C=C1)[C@H](C)N(C(=O)C=1NN=C2C1CN([C@@H](C2)C)C(=O)OC(C)(C)C)C[C@H]2OC(OC2)(C)C)F